FC(C(=O)N(N)C1=CC=C(C=C1)C(C)(C)C)F (Z)-2,2-difluoro-N1-(4-tert-butylphenyl)acethydrazide